(2-((2-cyclopropylbenzo[d]thiazol-6-yl)methyl)pyrazolidin-1-yl)methanone C1(CC1)C=1SC2=C(N1)C=CC(=C2)CN2N(CCC2)C=O